BrC1=C(C(=C2N(C1=O)C(CS2(=O)=O)C(=O)OC)C2=CC(=CC=C2)F)CC2=CC=CC1=CC=CC=C21 methyl 6-bromo-8-(3-fluorophenyl)-7-(naphthalen-1-ylmethyl)-5-oxo-2,3-dihydro-5H-thiazolo[3,2-a]pyridine-3-carboxylate 1,1-dioxide